C1CCC2=C(C=3CCCC3C=C12)NC(=O)N=[S@@](=O)(N)C1=CC=C(C=C1)CN1CC(C1)OC (S)-N'-((1,2,3,5,6,7-hexahydro-s-indacen-4-yl)carbamoyl)-4-((3-methoxyazetidin-1-yl)methyl)benzenesulfonimidamide